(Z)-3-((3,5-dimethyl-1H-pyrrol-2-yl)methylene)-2-oxoindole-6-carboxamide CC1=C(NC(=C1)C)\C=C\1/C(NC2=CC(=CC=C12)C(=O)N)=O